C(C)C=1C(=CC=C2C=C(C=C(C12)N1CC=2N=C(N=C(C2C1=O)N1CCOCCC1)OCC=1N=NN(C1)C1CCN(CC1)C(=O)OC(C)(C)C)OCOC)F tert-butyl 4-[4-[[6-[8-ethyl-7-fluoro-3-(methoxymethoxy)-1-naphthyl]-4-(1,4-oxazepan-4-yl)-5-oxo-7H-pyrrolo[3,4-d]pyrimidin-2-yl]oxymethyl]triazol-1-yl]piperidine-1-carboxylate